NC1=C(C(=O)O)C=C(C=C1C)F 2-amino-5-fluoro-3-methylbenzoic acid